2-Methyl-3-(1-((4-methyl-7-(methylamino)-6-(thiazolidine-3-carbonyl)phthalazin-1-yl)amino)ethyl)benzonitrile CC1=C(C#N)C=CC=C1C(C)NC1=NN=C(C2=CC(=C(C=C12)NC)C(=O)N1CSCC1)C